C(#N)C1=CC(=C(C=C1)N1CCC(CC1)(C(=O)N[C@@H]1CN(CC1)C)C=1C=CC(=NC1)C=1C(=NC=CC1)OCC)C(F)(F)F 1-[4-cyano-2-(trifluoromethyl)phenyl]-4-{2'-ethoxy-[2,3'-bipyridine]-5-yl}-N-[(3S)-1-methylpyrrolidin-3-yl]piperidine-4-carboxamide